Ethyl 2-((3-((5s,10s)-3,7-bis(dimethylamino)-5-methyl-3'-oxo-3'H,5H-spiro[dibenzo[b,e]siline-10,1'-isobenzofuran]-5-yl)propyl)thio)acetate CN(C=1C=CC2=C([Si](C3=C(C=CC(=C3)N(C)C)C23OC(C2=CC=CC=C32)=O)(C)CCCSCC(=O)OCC)C1)C